FC=1C(=NC2=CC=CN=C2C1)NC1=CC(=NC=C1)C fluoro-N-(2-methyl-4-pyridyl)-1,5-naphthyridin-2-amine